ClC=1C=C(C=NC1C1CC1)C(NC(=O)[C@H]1NC(NC1)=O)C1=C(C(=C(C=C1)F)Cl)F (4S)-N-[((R)-5-chloro-6-cyclopropylpyridin-3-yl)(3-chloro-2,4-difluoro-phenyl)methyl]-2-oxoimidazolidine-4-carboxamide